((4R,5R)-5-benzyl-2,2-dimethyl-1,3-dioxolan-4-yl)methanol C(C1=CC=CC=C1)[C@@H]1[C@H](OC(O1)(C)C)CO